BrC=1C=C2C(=C(C(=NC2=CC1)O)[N+](=O)[O-])O 6-Bromo-3-nitro-quinoline-2,4-diol